Octaiodotrisilane I[Si]([Si]([Si](I)(I)I)(I)I)(I)I